C(=O)(O)C(CC1=CC=C(C=C1)OCCOCCOCCOCC)N1CCN(CCN(CCN(CC1)CC(=O)[O-])C(C(=O)[O-])COC)CC(=O)[O-] 2-{7-[1-carboxy-2-(4-{2-[2-(2-ethoxyethoxy)ethoxy]ethoxy}phenyl)ethyl]-4,10-bis(carboxylatomethyl)-1,4,7,10-tetraazacyclododecan-1-yl}-3-methoxypropanoat